FC=1C=CC(=NC1)NC(CN1C=2N(C3=C(C1=O)C=CC(=N3)C(F)(F)F)N=C(C2)C)=O N-(5-Fluoropyridin-2-yl)-2-(2-methyl-5-oxo-8-(trifluoromethyl)pyrazolo[1,5-a]pyrido[3,2-e]pyrimidin-4(5H)-yl)acetamide